3-phenyl-2-(propylamino)propanoic acid C1(=CC=CC=C1)CC(C(=O)O)NCCC